C(C1=CC=CC=C1)OC1=C(C=NN1CC(F)(F)F)C1=NC=CC(=N1)N 2-(5-(Benzyloxy)-1-(2,2,2-trifluoroethyl)-1H-pyrazol-4-yl)pyrimidin-4-amine